N(=[N+]=[N-])C(CNC(OC(C)(C)C)=O)CCOC1=C(C=CC=C1C=1C=C2C(=C(C=NC2=CC1)C1=CC(=CC(=C1)C)F)N1CCC(CC1)=O)C#N tert-butyl (2-azido-4-(2-cyano-6-(3-(3-fluoro-5-methylphenyl)-4-(4-oxopiperidin-1-yl)quinolin-6-yl)phenoxy)butyl)carbamate